COC1=NC=CC(=C1)C=1N=C(NC1)C1COC2=CC=C(C=C2C1)ON1C(CCC2=CC=CN=C12)=O [3-[4-(2-methoxy-4-pyridinyl)-1H-imidazol-2-yl]chroman-6-yl]oxy-3,4-dihydro-1H-1,8-naphthyridin-2-one